2-[1-(3-chlorobenzene-1-carbonyl)-1,2,3,4-tetrahydroquinolin-6-yl]-N-(4-fluorophenyl)pent-4-enamide ClC=1C=C(C=CC1)C(=O)N1CCCC2=CC(=CC=C12)C(C(=O)NC1=CC=C(C=C1)F)CC=C